N1=CC(=CC2=CC=CC=C12)NC1=C(C=C(C#N)C=C1)C#N 4-(quinolin-3-ylamino)isophthalonitrile